Benzyl (2R)-3-{[6-({[tert-butyl(dimethyl)silyl]oxy}methyl)-4,5-dihydroxy-3-{[(2,2,2-trichloroethoxy)carbonyl]amino}oxan-2-yl]oxy}-2-{[(2,2,2-trichloroethoxy)carbonyl]amino}propanoate [Si](C)(C)(C(C)(C)C)OCC1C(C(C(C(O1)OC[C@H](C(=O)OCC1=CC=CC=C1)NC(=O)OCC(Cl)(Cl)Cl)NC(=O)OCC(Cl)(Cl)Cl)O)O